6-[3-[1-(tert-butoxycarbonylamino)cyclopropyl]-1,2,4-triazol-1-yl]-2-azaspiro[3.3]heptane-2-carboxylic acid benzyl ester C(C1=CC=CC=C1)OC(=O)N1CC2(C1)CC(C2)N2N=C(N=C2)C2(CC2)NC(=O)OC(C)(C)C